BrC1=C(C=CC(=C1)Br)C(OC)OC 2,4-dibromo-1-(dimethoxymethyl)benzene